FC1=C(C=CC(=C1)[N+](=O)[O-])N1CCC(CC1)CCC=O 3-(1-(2-fluoro-4-nitrophenyl)piperidin-4-yl)propanal